cetylarginine C(CCCCCCCCCCCCCCC)N[C@@H](CCCNC(N)=N)C(=O)O